8-bromo-2-(methylsulfonyl)quinazoline BrC=1C=CC=C2C=NC(=NC12)S(=O)(=O)C